p-aminobenzylidene-5,6-dimethoxy-1-indenone NC1=CC=C(C=C2C(C3=CC(=C(C=C3C2)OC)OC)=O)C=C1